CC1=NC=C2NC(N(C2=N1)C=1C=NC(=CC1)OC1=CC=C(C2=C1C1(CC1)CO2)C)=O 2-methyl-9-[6-(7-methyl-spiro[2H-benzofuran-3,1'-cyclopropan]-4-yl)oxy-3-pyridinyl]-7H-purin-8-one